5-(2-ethoxy-3-pyridinyl)-N-[(2-methoxy-4-pyridinyl)methyl]-3-methyl-1-[1-methylpropyl]pyrazolo[4,3-b]pyridin-7-amine C(C)OC1=NC=CC=C1C1=CC(=C2C(=N1)C(=NN2C(CC)C)C)NCC2=CC(=NC=C2)OC